C(C1=CC=CC=C1)NC(N(C1=NC=C(C=C1)C=1C=NN(C1)C)[C@@H]1CC[C@H](CC1)NC1=NC=C(C(=N1)NCC(C)(C)O)C#N)=O 3-benzyl-1-(trans-4-((5-cyano-4-((2-hydroxy-2-methylpropyl)amino)pyrimidin-2-yl)amino)cyclohexyl)-1-(5-(1-methyl-1H-pyrazol-4-yl)pyridin-2-yl)urea